C(C)(=O)OC(C(=O)NC1=CC(=C(C=C1)B1OC(C(O1)(C)C)(C)C)C)C1=CC=CC=2CCOC21 1-(2,3-dihydrobenzofuran-7-yl)-2-((3-methyl-4-(4,4,5,5-tetramethyl-1,3,2-dioxaborolan-2-yl)phenyl)amino)-2-oxoethyl acetate